NC1CCN(CC1)C1=C(C=NC2=CC=C(C=C12)C1=C(OCC(=O)O)C(=CC=C1)C#N)C1=CC(=CC(=C1)F)F 2-{2-[4-(4-aminopiperidin-1-yl)-3-(3,5-difluorophenyl)quinolin-6-yl]-6-cyanophenoxy}acetic acid